CC(CCCCCCCO)CCCCCC 8-methyl-tetradecanol